(S)-6-(1-benzyl-1H-pyrazole-4-carbonyl)-N-((2S,3r)-3-(benzyloxy)-1-(methylamino)-1-oxobutan-2-yl)-2-(2-phenylacetyl)-2,6-diazaspiro[3.4]Octane-8-carboxamide C(C1=CC=CC=C1)N1N=CC(=C1)C(=O)N1CC2(CN(C2)C(CC2=CC=CC=C2)=O)[C@@H](C1)C(=O)N[C@H](C(=O)NC)[C@@H](C)OCC1=CC=CC=C1